2-(4-Ethyl-6-methylpyrazolo[1,5-a]pyrazin-2-yl)-7-[3-(morpholin-4-yl)propoxy]-4H-pyrido[1,2-a]pyrimidin-4-one C(C)C=1C=2N(C=C(N1)C)N=C(C2)C=2N=C1N(C(C2)=O)C=C(C=C1)OCCCN1CCOCC1